tert-butyl 3-(6-bromo-4-chloropyridin-2-yl)piperidine-1-carboxylate BrC1=CC(=CC(=N1)C1CN(CCC1)C(=O)OC(C)(C)C)Cl